1-(Triisopropylsilyl)-1H-pyrrolo[2,3-b]pyridine-5-sulfonyl chloride C(C)(C)[Si](N1C=CC=2C1=NC=C(C2)S(=O)(=O)Cl)(C(C)C)C(C)C